6-chloro-4-[(3R,4R)-4-(4-chloro-2-methoxy-anilino)-3-methyl-1-piperidinyl]-1-methyl-2-oxo-1,5-naphthyridine-3-carbonitrile ClC=1N=C2C(=C(C(N(C2=CC1)C)=O)C#N)N1C[C@H]([C@@H](CC1)NC1=C(C=C(C=C1)Cl)OC)C